pyridin-3-yl(8-(o-tolyl)-1,3,4,5-tetrahydro-2H-pyrido[4,3-b]indol-2-yl)methanone N1=CC(=CC=C1)C(=O)N1CC2=C(NC=3C=CC(=CC23)C2=C(C=CC=C2)C)CC1